(S)-benzyl 2-((2S,3R)-3-(((benzyloxy)carbonyl)amino)-2-hydroxy-4-phenylbutanamido)-3-(3-fluoro-4-(trifluoromethoxy)phenyl)propanoate C(C1=CC=CC=C1)OC(=O)N[C@@H]([C@@H](C(=O)N[C@H](C(=O)OCC1=CC=CC=C1)CC1=CC(=C(C=C1)OC(F)(F)F)F)O)CC1=CC=CC=C1